C(C1=CC=CC=C1)OC(=O)N(CCOCC1=C(N(C=N1)C)C1=CC=CC(=N1)N[C@H]1C[C@H](N(C1)C(=O)OC(C)(C)C)C(=O)OC)C O1-tert-butyl O2-methyl (2S,4S)-4-[[6-[5-[2-[benzyloxycarbonyl(methyl)amino]ethoxymethyl]-3-methyl-imidazol-4-yl]-2-pyridyl]amino]pyrrolidine-1,2-dicarboxylate